FC1=C(C=2CCCC(C2C=C1)NC)C=1C=C2C(=CN1)NN=C2C=2C=CC(=NC2)C(=O)NC 5-(5-(2-Fluoro-5-(methylamino)-5,6,7,8-tetrahydronaphthalen-1-yl)-1H-pyrazolo[3,4-c]pyridin-3-yl)-N-methylpicolinamide